ethylene glycol methyl ether acetate (2-methoxyethyl-acetate) COCCCC(=O)O.C(C)(=O)OCCOC